1-((3-(5-(4-methylthiazol-2-yl)-4,5-dihydro-1H-pyrazole-1-carbonyl)bicyclo[1.1.1]-pentan-1-yl)methyl)-1H-pyrazole-4-carbonitrile CC=1N=C(SC1)C1CC=NN1C(=O)C12CC(C1)(C2)CN2N=CC(=C2)C#N